(S)-(4-amino-2-(((S)-pent-2-yl)oxy)imidazo[2,1-f][1,2,4]Triazin-7-yl)((1S,3R)-3-aminocyclobutyl)methanol NC1=NC(=NN2C1=NC=C2[C@@H](O)C2CC(C2)N)O[C@@H](C)CCC